N[C@H]1CS(C2=C(N(C1=O)CC1=CC=C(C=C1)Cl)C=C(C(=C2)F)C=2OC(=NN2)NC(CC(F)(F)F)(C)C)(=O)=O (3R)-3-amino-5-[(4-chlorophenyl)methyl]-8-fluoro-1,1-dioxo-7-[5-[(3,3,3-trifluoro-1,1-dimethyl-propyl)amino]-1,3,4-oxadiazol-2-yl]-2,3-dihydro-1lambda6,5-benzothiazepin-4-one